CN(CCO[C@H]1CO[C@H]2[C@@H]1OC[C@H]2O)C (3R,3aR,6S,6aR)-6-[2-(dimethylamino)ethoxy]-2,3,3a,5,6,6a-hexahydrofuro[3,2-b]furan-3-ol